tert-butyl (1-bromo-8-methyl-5,6-dihydro-4H-pyrrolo[3,2,1-ij]quinolin-5-yl)carbamate BrC1=CN2CC(CC3=CC(=CC1=C23)C)NC(OC(C)(C)C)=O